(3-fluoro-4-triisopropylsiloxy-phenyl)prop-2-yn-1-ol diselenothiocarbonate C([SeH])(=S)OC(C#C)C1=CC(=C(C=C1)O[Si](C(C)C)(C(C)C)C(C)C)F